3-bromo-6-methyl-6,7-dihydro-5H-pyrrolo[3,4-b]pyridin-5-one BrC=1C=C2C(=NC1)CN(C2=O)C